C1(=CC=CC=C1)C=1NC=NN1 phenyl-1,3,4-triazole